OC1(N(C=CN1)CC(COCCCC)O)C 2-hydroxy-1-(2-hydroxy-3-butoxypropyl)-2-methylimidazole